C[C@@H]1CN(C[C@@H](O1)C)C(=O)C=1C2=C(N(N1)CC(=O)N1CCN(CC1)C1=C(C=CC=C1)C)CCC2 2-{3-[(2R,6S)-2,6-Dimethylmorpholin-4-carbonyl]-5,6-dihydrocyclopenta[c]pyrazol-1(4H)-yl}-1-[4-(2-methylphenyl)piperazin-1-yl]ethan-1-on